C(CCCCC=CCC=CCCCCCC)(=O)O 6,9-Hexadecadienoic acid